NC1=CC=C(C=C1)S(=O)(=O)NC=1N=CC2=C(N1)N1C(=C2)[C@H](NC(C12CCCCC2)=O)CF (S)-4-amino-N-(6'-(fluoromethyl)-8'-oxo-7',8'-dihydro-6'H-spiro[cyclohexane-1,9'-pyrazino[1',2':1,5]pyrrolo[2,3-d]pyrimidin]-2'-yl)benzenesulfonamide